C(C)OC(=O)C1=C(C2=C(S1)C(=CC=C2OC)Br)C 7-bromo-4-methoxy-3-methylbenzo[b]Thiophene-2-carboxylic acid ethyl ester